C(C)(C)(C)C=1N(C=CN1)CC1=CC=C(C=C1)C1=C(SC(=C1C)CC(C)C)S(=O)(=O)NC([O-])=O ((3-(4-((2-(tert-butyl)-1H-imidazol-1-yl)methyl)phenyl)-5-isobutyl-4-methylthiophen-2-yl)sulfonyl)carbamate